r-bi(cyclopropyl) C1(CC1)C1CC1